1-[2-(dimethylamino)acetyl]-N-methyl-pyrrolidine-3-carboxamide CN(CC(=O)N1CC(CC1)C(=O)NC)C